Cl.COC(C(CN)(C1=C(C=CC(=C1)C1=C2N=CN(C2=NC=N1)C(C)C)F)CC1=CC=CC=C1)=O 3-amino-2-benzyl-2-(2-fluoro-5-(9-isopropyl-9H-purin-6-yl)phenyl)propionic acid methyl ester hydrochloride